C[C@@H]1NC2(CC2)C[C@@H](C1)OC1=CC=C(N=N1)C1=NC=C(C=C1O)C=1C=NN(C1)C([2H])([2H])[2H] 2-(6-{[(5S,7R)-5-methyl-4-azaspiro[2.5]octan-7-yl]oxy}pyridazin-3-yl)-5-[1-(2H3)methyl-1H-pyrazol-4-yl]pyridin-3-ol